C(C)(C)(C)C1=CC(=C(C=C1Cl)C=1NC2=CC=NC(=C2C(C1)=O)NC(=O)NC)C 1-[2-(4-tert-butyl-5-chloro-2-methyl-phenyl)-4-oxo-1H-1,6-naphthyridin-5-yl]-3-methyl-urea